L-(+-)-S-allyl-L-cysteine C(C=C)SC[C@H](N)C(=O)O |r|